2,3-Difluoro-5-(5-(4-(hydroxymethyl)-1-(methylsulfonyl)piperidin-4-yl)-1H-indazol-1-yl)phenol FC1=C(C=C(C=C1F)N1N=CC2=CC(=CC=C12)C1(CCN(CC1)S(=O)(=O)C)CO)O